tert-butyl 3-(1-((tert-butylsulfinyl)amino)-2,2,2-trifluoroethyl)azetidine-1-carboxylate C(C)(C)(C)S(=O)NC(C(F)(F)F)C1CN(C1)C(=O)OC(C)(C)C